monoethyl terephthalate Sodium salt [Na+].C(C1=CC=C(C(=O)[O-])C=C1)(=O)OCC